4-bromo-3-ethyl-3-hydroxy-1-tetrahydropyran-2-yl-pyrrolo[2,3-b]Pyridin-2-one BrC1=C2C(=NC=C1)N(C(C2(O)CC)=O)C2OCCCC2